4-(2-(3-((2,4-dioxotetrahydropyrimidin-1(2H)-yl)methyl)-2-oxopyridin-1(2H)-yl)ethoxy)butanal O=C1N(CCC(N1)=O)CC=1C(N(C=CC1)CCOCCCC=O)=O